6-hydroxyhexylphosphonic acid diethylester C(C)OP(OCC)(=O)CCCCCCO